tert-Butyl N-[trans-4-(methylcarbamoyl)cyclohexyl]carbamate CNC(=O)[C@@H]1CC[C@H](CC1)NC(OC(C)(C)C)=O